4-epoxycyclohexylmethyl-3,4-bicyclohexanecarboxylate C12(C(CCCC1)O2)CC2C(CC(CC2)C(=O)[O-])C2CCCCC2